C(C)(C)(C)C=1C=C(C=C(C1O)C(C)(C)C)C(C(=O)OCCCCCCCCCCCCC)C tridecanol 3,5-di-tert-butyl-4-hydroxyphenylpropionate